6-(2-aminoethyl)-1,3,3-trimethylindolin-2-one NCCC1=CC=C2C(C(N(C2=C1)C)=O)(C)C